C(C)N(CCN(CC)CC)CC.C(C)C(C(=O)O)N(CCN(C(C(=O)O)CC)C(C(=O)O)CC)C(C(=O)O)CC tetraethylethylenediaminetetraacetic acid tetraethylethylenediamine salt